C(C(=C)C)(=O)NCCC[Si](OCC)(OCC)C 3-methacryloylaminopropyl-methyldiethoxysilane